tert-butyl N-[(1S)-1-[(2S,4S)-4-hydroxy-2-[[4-(4-methylthiazol-5-yl)phenyl] methylcarbamoyl]pyrrolidine-1-carbonyl]-2,2-dimethyl-propyl]carbamate O[C@H]1C[C@H](N(C1)C(=O)[C@H](C(C)(C)C)NC(OC(C)(C)C)=O)C(NCC1=CC=C(C=C1)C1=C(N=CS1)C)=O